monobutyl fumarate C(\C=C\C(=O)[O-])(=O)OCCCC